CC1=CC=CC(=N1)N1C=CC2=C1N=CNC2=O 7-(6-methylpyridin-2-yl)-3,7-dihydro-4H-pyrrolo[2,3-d]pyrimidin-4-one